methyl (R)-2-(4-((5-cyclopropyl-3-(2,6-dichlorophenyl)isoxazol-4-yl)methyl)-2-methylpiperazin-1-yl)-4-methoxybenzo[d]thiazole-6-carboxylate C1(CC1)C1=C(C(=NO1)C1=C(C=CC=C1Cl)Cl)CN1C[C@H](N(CC1)C=1SC2=C(N1)C(=CC(=C2)C(=O)OC)OC)C